tert-butyl 3-(2-(6-(2-ethyl-5-fluoro-4-hydroxyphenyl)-7-fluoro-1-(tetrahydro-2H-pyran-2-yl)-1H-indazol-3-yl)-1H-imidazol-4-yl)-2,5-dihydro-1H-pyrrole-1-carboxylate C(C)C1=C(C=C(C(=C1)O)F)C1=CC=C2C(=NN(C2=C1F)C1OCCCC1)C=1NC=C(N1)C=1CN(CC1)C(=O)OC(C)(C)C